[Zn].SCC1=CC2=C(N=CN2)C=C1 5-mercaptomethylbenzimidazole zinc salt